tert-Butyl (4R)-4-[(1S)-1-tert-butyl-5-(6-tert-butyl-5-methyl-pyrrolo[2,3-b]pyrazin-3-yl)-5-oxo-pentyl]-2,2-dimethyl-oxazolidine-3-carboxylate C(C)(C)(C)[C@H](CCCC(=O)C1=CN=C2C(=N1)N(C(=C2)C(C)(C)C)C)[C@H]2N(C(OC2)(C)C)C(=O)OC(C)(C)C